N-benzyl-3-piperidylacetoacetate C(C1=CC=CC=C1)N1CC(CCC1)CC(CC(=O)[O-])=O